CN1N=CC(=C1)C1=CC=C(C=C1)C1=NOC(=C1)C(=O)NC1CC(C1)NC#N 3-[4-(1-methyl-1H-pyrazol-4-yl)phenyl]-N-[(1s,3s)-3-(cyanoamino)cyclobutyl]-1,2-oxazole-5-carboxamide